(1R,2S,5R)-3-menthyl 3,6,9-trioxadecanoate C(COCCOCCOC)(=O)OC1C[C@@H](CCC1C(C)C)C